ClC=1C=C(C#N)C=C(C1)C(C)(C)C1=CC=C(C=C1)OCC1=NC(=NC=C1)N1CCC(CC1)N1CCC(CC1)C1CCN(CC1)C=1C=C2C(N(C(C2=CC1)=O)C1C(NC(CC1)=O)=O)=O 3-chloro-5-(2-(4-((2-(1''-(2-(2,6-dioxopiperidin-3-yl)-1,3-dioxoisoindolin-5-yl)-[4,1':4',4''-terpiperidin]-1-yl)pyrimidin-4-yl)methoxy)phenyl)propan-2-yl)benzonitrile